C(C)(C)(C)OC(N[C@@]1(CN(CC[C@@H]1C(F)F)C([2H])([2H])[2H])C)=O ((3S,4S)-4-(difluoromethyl)-3-methyl-1-(methyl-d3)piperidin-3-yl)carbamic acid tert-butyl ester